4-(dibenzofuran-2-yl)phenyl-4-(naphthalene-2-yl)phenyl-phenanthren-9-yl-amine C1=C(C=CC=2OC3=C(C21)C=CC=C3)C3=CC=C(C=C3)N(C=3C2=CC=CC=C2C=2C=CC=CC2C3)C3=CC=C(C=C3)C3=CC2=CC=CC=C2C=C3